BrC1=NC(=CC=C1NC(C(F)(F)F)=O)C (2-bromo-6-methylpyridin-3-yl)-2,2,2-trifluoroacetamide